C1(=CC=CC=C1)C1=C(C(=CC=C1)C1=CC=CC=C1)SSC1=C(C=CC=C1C1=CC=CC=C1)C1=CC=CC=C1 2,6-diphenyl-phenyl disulfide